1-(3-iodopyrazolo[1,5-a]pyridin-6-yl)cyclobutanecarbonitrile IC=1C=NN2C1C=CC(=C2)C2(CCC2)C#N